tert-Butyl ((cis)-3-(2,3-dihydropyrrolo[3',2':5,6]pyrido[3,4-b][1,4]oxazin-1(7H)-yl)cyclobutyl)carbamate N1(C2=C(OCC1)C=NC1=C2C=CN1)[C@H]1C[C@H](C1)NC(OC(C)(C)C)=O